tert-butyl 3-(4-((4-([1,2,4]triazolo[1,5-a]pyridin-7-yloxy)-3-methylphenyl)amino)pyrrolo[2,1-f][1,2,4]triazin-5-yl)azetidine-1-carboxylate N=1C=NN2C1C=C(C=C2)OC2=C(C=C(C=C2)NC2=NC=NN1C2=C(C=C1)C1CN(C1)C(=O)OC(C)(C)C)C